N,N-bis(3-methoxybenzyl)-4-((2-(2-morpholinoethoxy)ethoxy)methyl)oxazol-2-amine COC=1C=C(CN(C=2OC=C(N2)COCCOCCN2CCOCC2)CC2=CC(=CC=C2)OC)C=CC1